benzyl (S)-6-(((tert-butyldimethylsilyl) oxy) methyl)-5-azaspiro[2.5]octane-5-carboxylate [Si](C)(C)(C(C)(C)C)OC[C@H]1N(CC2(CC2)CC1)C(=O)OCC1=CC=CC=C1